(2S,3S)-4-benzyl-6,6-difluoro-2-methyl-5-oxomorpholine-3-carboxylic acid C(C1=CC=CC=C1)N1[C@@H]([C@@H](OC(C1=O)(F)F)C)C(=O)O